FC1=CC=C(C=C1)CCOC1=CC=C2C=CNC2=C1 6-(4-fluorophenylethoxy)-1H-indole